Fmoc-L-Aspartic acid β-allyl ester C(C)(=C)OC([C@@H](NC(=O)OCC1C2=CC=CC=C2C2=CC=CC=C12)CC(=O)O)=O